(±)-(Trans)-3-fluoro-4-(4-nitro-1H-pyrazol-1-yl)piperidine-1-carboxylic acid tert-butyl ester C(C)(C)(C)OC(=O)N1C[C@H]([C@@H](CC1)N1N=CC(=C1)[N+](=O)[O-])F |r|